N-(5-bromo-2-methoxybenzyl)-2,2-diethoxyacetamido-amide BrC=1C=CC(=C(C[N-]NC(C(OCC)OCC)=O)C1)OC